2-(N-[4-Amino-5-[4-(2-amino-2-oxoethoxy)benzoyl]thiazol-2-yl]-4-fluoroanilino)propanamid NC=1N=C(SC1C(C1=CC=C(C=C1)OCC(=O)N)=O)N(C1=CC=C(C=C1)F)C(C(=O)N)C